racemic-(E)-3-((3-butyl-5-(4-fluorophenyl)-7-(methylthio)-1,1-dioxido-2,3,4,5-tetrahydro-1,2,5-benzothiadiazepin-8-yl)oxy)acrylic acid C(CCC)C1NS(C2=C(N(C1)C1=CC=C(C=C1)F)C=C(C(=C2)O/C=C/C(=O)O)SC)(=O)=O